ClC1=CC=C(CN2C3(CN(C3)C3=CN=CS3)C(N(CC2=O)C(C)C)=O)C=C1 5-(4-chlorobenzyl)-8-isopropyl-2-(thiazol-5-yl)-2,5,8-triazaspiro[3.5]-nonane-6,9-dione